1,18-diethyl octadecanedioate C(CCCCCCCCCCCCCCCCC(=O)OCC)(=O)OCC